ClC=1C=C(C=CC1F)NC(N([C@@H]1C=2C(=CC(NC2CCC1)=O)C(F)(F)F)C)=O (S)-3-(3-chloro-4-fluorophenyl)-1-methyl-1-(2-oxo-4-(trifluoromethyl)-1,2,5,6,7,8-hexahydroquinolin-5-yl)urea